CC=1N(C2=CC=CC=C2C1C=O)CC1=CC=C(C=C1)C1=NOC(=N1)C(F)(F)F 2-methyl-1-[[4-[5-(trifluoromethyl)-1,2,4-oxadiazol-3-yl]phenyl]methyl]indole-3-carbaldehyde